2,3-dihydro-1H-inden-2-yl ((1R,2R)-1-(3-chlorophenyl)-3-((R)-3-fluoropyrrolidin-1-yl)-1-hydroxypropan-2-yl)carbamate oxalate C(C(=O)O)(=O)O.ClC=1C=C(C=CC1)[C@H]([C@@H](CN1C[C@@H](CC1)F)NC(OC1CC2=CC=CC=C2C1)=O)O